(S)-1-(1-((3-Chloro-6-methoxypyridin-2-yl)oxy)-8-((1,1,1-trifluoropropan-2-yl)oxy)isoquinolin-6-yl)-4-ethyl-3-(hydroxymethyl)-1H-1,2,4-triazol-5(4H)-one ClC=1C(=NC(=CC1)OC)OC1=NC=CC2=CC(=CC(=C12)O[C@H](C(F)(F)F)C)N1N=C(N(C1=O)CC)CO